6-Chloro-1-(4-((N-(2,4-dimethoxybenzyl)methylsulfonamido)methyl)-2-methoxyphenyl)-N-(3-(dimethylamino)propyl)-1H-pyrazolo[4,3-c]pyridine-3-carboxamide ClC1=CC2=C(C=N1)C(=NN2C2=C(C=C(C=C2)CN(S(=O)(=O)C)CC2=C(C=C(C=C2)OC)OC)OC)C(=O)NCCCN(C)C